2-chloro-1-[6-(trifluoromethyl)-3-pyridinyl]ethanone ClCC(=O)C=1C=NC(=CC1)C(F)(F)F